C(CC)C(=C(C1CCCCC1)C1CCCCC1)CC propyl-dicyclohexylbutene